C(C)(C)(C)OC(=O)NC1CN(C1)C(=O)NC=1SC(=C(N1)C)C(=O)OC(C)(C)C tert-butyl 2-[[3-(tert-butoxycarbonylamino) azetidine-1-carbonyl] amino]-4-methyl-thiazole-5-carboxylate